4-butyl-N-(pyridin-2-yl)picolinamide hydrogen chloride Cl.C(CCC)C1=CC(=NC=C1)C(=O)NC1=NC=CC=C1